2-aminobenzo[b]Thiophene-3-carbonitrile NC1=C(C2=C(S1)C=CC=C2)C#N